(S)-1-(benzyloxy)-3-(tritylthio)propan-2-ol C(C1=CC=CC=C1)OC[C@@H](CSC(C1=CC=CC=C1)(C1=CC=CC=C1)C1=CC=CC=C1)O